ClC=1C=C(NC2(CCC3([C@H](CC4=CC=CC=C34)C[C@H](COC3=C4C(=NC=C3)SC=C4C)C)CC2)C(=O)O)C=CC1 (1r,2'S,4S)-4-(3-chloroanilino)-2'-{(2R)-2-methyl-3-[(3-methylthieno[2,3-b]pyridin-4-yl)oxy]propyl}-2',3'-dihydrospiro[cyclohexane-1,1'-indene]-4-carboxylic acid